C([C@@H](O)C)(=O)OC(C)C isopropyl L-lactate